methyl-diaminodiphenylmethane CC1=C(C=CC=C1)C(C1=CC=CC=C1)(N)N